N-(4-phenylcyclohexyl)-1-[5-(pyridin-3-yl)-1H-pyrazole-3-carbonyl]piperidine-4-carboxamide C1(=CC=CC=C1)C1CCC(CC1)NC(=O)C1CCN(CC1)C(=O)C1=NNC(=C1)C=1C=NC=CC1